CC1CN(CC(N1)=O)C1=C(C(=O)N)C=CC=N1 (3-methyl-5-oxopiperazin-1-yl)nicotinamide